ClC=1C=C(C=CC1)[C@H]1C(N(CC1)C[C@H](COC1=CC=C(C=C1)N(S(=O)(=O)C)C)O)(C)C N-(4-((R)-3-((S)-3-(3-chlorophenyl)-2,2-dimethylpyrrolidin-1-yl)-2-hydroxypropoxy)phenyl)-N-methylmethanesulfonamide